CC1S(CC12CCC2)(=O)=O 1-methyl-2,2-dioxido-2-thiaspiro[3.3]heptan